CC(C[N+]#[C-])(C1=CC(=CC=C1)OC)C(=O)[O-] METHYL-3-ISOCYANO-(3-METHOXYPHENYL)PROPIONATE